C(CC(C)C)NC(=O)C=1C(=C2C(=NC1)SC(=C2)C2=CN=CS2)NC(C)C N-Isopentyl-4-(isopropylamino)-2-(thiazol-5-yl)thieno[2,3-b]pyridin-5-carboxamid